NC[C@@]1([C@@H]2CCN(C[C@H]12)C1=CN=C2C(=N1)NN=C2C2=CC=C1C=CC(NC1=C2)=O)C2=C(C=CC=C2)F 7-(6-((1S,6R,7R)-7-(aminomethyl)-7-(2-fluorophenyl)-3-azabicyclo[4.1.0]heptan-3-yl)-1H-pyrazolo[3,4-b]pyrazin-3-yl)quinolin-2(1H)-one